3-(difluoromethoxy)-4-[4-(difluoromethanesulfonyl)-3-methyl-phenyl]-1-trityl-pyrazolo[3,4-c]Pyridine-5-carbonitrile FC(OC1=NN(C2=CN=C(C(=C21)C2=CC(=C(C=C2)S(=O)(=O)C(F)F)C)C#N)C(C2=CC=CC=C2)(C2=CC=CC=C2)C2=CC=CC=C2)F